S1C=CC2=C1C=CC(=C2)B2OC(C(O2)(C)C)(C)C 2-(1-benzothiophen-5-yl)-4,4,5,5-tetramethyl-1,3,2-dioxaborolane